3β-acetoxy-5α-hydroxy-6β-[(4-aminobutyl)(3-aminopropyl)amino]campestane C(C)(=O)O[C@@H]1C[C@@]2([C@@H](C[C@H]3[C@@H]4CC[C@H]([C@@H](CC[C@H](C(C)C)C)C)[C@]4(CC[C@@H]3[C@]2(CC1)C)C)N(CCCN)CCCCN)O